C(CC)N1C=CC=2C1=CN=C(C2)C2=NC=CC(=C2)C2=NOC(=N2)C(F)(F)F 3-(2-(1-Propyl-1H-pyrrolo[2,3-c]pyridin-5-yl)pyridin-4-yl)-5-(trifluoromethyl)-1,2,4-oxadiazole